CC1=CC=C(C=C1)S(=O)(=O)NN 4-methyl-benzenesulfonohydrazide